2-(2-methyl-1,3-dioxolan-2-yl)oxazole CC1(OCCO1)C=1OC=CN1